[Au].[Fe].[Zn] zinc-iron-gold